C(C)(C)(C)OC(=O)NCC=1C=CC(=C(C(=O)OC)C1)F methyl 5-(((tert-butoxycarbonyl) amino) methyl)-2-fluorobenzoate